C(C)(C)OC1=CN=C(C=C1C(=O)N(C)C)C1=NSC(=N1)NC1=NC=CC=C1C 5-isopropoxy-N,N-dimethyl-2-(5-(3-methylpyridin-2-ylamino)-1,2,4-thiadiazol-3-yl)isonicotinamide